CC=1N=C(C2=C(N1)C=NC(=C2)N2CC1(CCO1)C2)N[C@H](C)C2=C(C(=CC=C2)C(F)(F)F)C 2-methyl-N-{(1R)-1-[2-methyl-3-(trifluoromethyl)phenyl]ethyl}-6-(1-oxa-6-azaspiro[3.3]heptan-6-yl)pyrido[3,4-d]pyrimidin-4-amine